2-(3,4-dihydroisoquinolin-2(1H)-yl)ethan-1-amine C1N(CCC2=CC=CC=C12)CCN